OC1(CCN(CC1)C(=O)[C@H]1[C@@H](CN(CC1)CC1=NC=CN=C1)C1=CC=CC=C1)CN1C=NN2C(C1=O)=CC=C2C2=CC=C(C=C2)OC 3-[[4-hydroxy-1-[(3R,4R)-3-phenyl-1-(pyrazin-2-ylmethyl)piperidine-4-carbonyl]-4-piperidinyl]methyl]-7-(4-methoxyphenyl)pyrrolo[2,1-f][1,2,4]triazin-4-one